2-[2-[Tert-butoxycarbonyl(2,2,2-trifluoroethyl)amino]-4-pyridyl]oxazole-4-carboxylic acid C(C)(C)(C)OC(=O)N(C1=NC=CC(=C1)C=1OC=C(N1)C(=O)O)CC(F)(F)F